CN(CCN(C1=C(C=C(C(=C1)OC)NC1=NC=CC(=N1)N1CC2(C3=NC(=CC=C31)C)CN(CC2)C)[N+](=O)[O-])C)C N1-(2-(dimethylamino)ethyl)-N4-(4-(1,5'-dimethylspiro[pyrrolidin-3,3'-pyrrolo[3,2-b]pyridin]-1'(2'H)-yl)pyrimidin-2-yl)-5-methoxy-N1-methyl-2-nitrobenzene-1,4-diamine